2-(6-methyl-4-(trifluoromethyl)pyridin-2-yl)-3-oxooctahydrocyclopenta[c]pyrrole-1-carbaldehyde CC1=CC(=CC(=N1)N1C(C2C(C1=O)CCC2)C=O)C(F)(F)F